OC1=C(C(=O)C2=CC=CC=C2)C=CC(=C1)OCCC[Si](OCC)(OCC)C 2-hydroxy-4-(3-methyldiethoxysilylpropoxy)benzophenone